C(=O)(O)C1=CC=C(C=C1)C=1C2=CC=C(N2)C(=C2C=CC(C(=C3C=CC(=C(C=4C=CC1N4)C4=CC=C(C=C4)C(=O)O)N3)C3=CC=C(C=C3)C(=O)O)=N2)C2=CC=C(C=C2)C(=O)O 5,10,15,20-tetrakis(p-carboxyphenyl)porphyrin